tertiary butyl cumyl peroxide C(C)(C)(C1=CC=CC=C1)OOC(C)(C)C